N1=CC(=CC=C1)CNC(=O)C1CC12CCN(CC2)C(=O)OC(C(F)(F)F)C(F)(F)F 1,1,1,3,3,3-hexafluoropropan-2-yl (+)-1-((pyridin-3-ylmethyl)carbamoyl)-6-azaspiro[2.5]octane-6-carboxylate